ClC1=C(C(=CC=C1)Cl)OS(=O)(=O)C1=CC=C(C)C=C1 p-toluenesulfonic acid-2,6-dichlorophenyl ester